alpha-Chloro-p-xylene CC1=CC=C(C=C1)CCl